Bis(4-fluorophenyl)phosphoric acid FC1=CC=C(C=C1)OP(OC1=CC=C(C=C1)F)(O)=O